5-chloro-2-phenylpyrido[3,4-b]pyrazine ClC1=NC=CC=2C1=NC=C(N2)C2=CC=CC=C2